C(#N)N1C[C@@H](CC1)NC(C1=C(C=C(C(=C1)F)N1CCCC1)F)=O (R)-N-(1-cyanopyrrolidin-3-yl)-2,5-difluoro-4-(pyrrolidin-1-yl)benzamide